N,N-bis(4-methoxybenzyl)-3-((1,1,1-trifluoropropan-2-yl)amino)benzenesulfonamide COC1=CC=C(CN(S(=O)(=O)C2=CC(=CC=C2)NC(C(F)(F)F)C)CC2=CC=C(C=C2)OC)C=C1